C(=C)C1=CC(=CC=C1)C=C.[Pt] platinum (0) 1,3-divinylbenzene